(3bR,4aS)-ethyl 1-(2-methoxy-2-oxoethyl)-5-oxo-3b,4,4a,5-tetrahydro-1H-cyclopropa[3,4]cyclopenta[1,2-c]pyrazole-3-carboxylate COC(CN1N=C(C2=C1C([C@@H]1[C@H]2C1)=O)C(=O)OCC)=O